(+/-)-1,2,2,2-tetradeuterio-1-[2-fluoro-3-(trifluoromethyl)phenyl]ethanamine [2H][C@](C([2H])([2H])[2H])(N)C1=C(C(=CC=C1)C(F)(F)F)F |r|